tert-butyl (1-(5-mercaptopyrazin-2-yl)-4-methylpiperidin-4-yl)carbamate SC=1N=CC(=NC1)N1CCC(CC1)(C)NC(OC(C)(C)C)=O